ON(C(=O)N(C)C)C1(C(OC2=CC=CC=C2C1=O)=O)C 1-hydroxy-3,3-dimethyl-1-(3-methyl-2,4-dioxochroman-3-yl)urea